N(=[N+]=[N-])CCOCCOCCOCCOCC1CCC(CC1)NC(OC(C)(C)C)=O tert-butyl ((1r,4r)-4-(13-azido-2,5,8,11-tetraoxatridecyl)cyclohexyl)carbamate